N-[3-[5-(5-chloropyrazin-2-yl)thiazol-2-yl]-1-bicyclo[1.1.1]pentanyl]-5-(1-methylsulfonylcyclopropyl)furan-2-carboxamide ClC=1N=CC(=NC1)C1=CN=C(S1)C12CC(C1)(C2)NC(=O)C=2OC(=CC2)C2(CC2)S(=O)(=O)C